FC(OC1=C(C=CC=C1)N1N=CC(=C1)C=1SC=C(N1)C(=O)N1[C@H]2CN[C@@H](C1)C2)(F)F (1R,4R)-2-(2-{1-[2-(trifluoromethoxy)phenyl]-1H-pyrazol-4-yl}-1,3-thiazole-4-carbonyl)-2,5-diazabicyclo[2.2.1]heptane